C(C)NC=1C(=NC=CC1)N N3-ethylpyridine-2,3-diamine